butylidene-bis(3-methyl-6-t-butylphenol) C(CCC)(C1=C(C(=CC=C1C)C(C)(C)C)O)C1=C(C(=CC=C1C)C(C)(C)C)O